(4-bromophenyl)-3-chloro-8,8a-dihydroxy-N,N-dimethyl-6-phenyl-8-(prop-1-yn-1-yl)-5a,7,8,8a-tetrahydro-6H-cyclopenta[4,5]furo[3,2-b]pyridine-7-carboxamide BrC1=CC=C(C=C1)C1=C(C=C2C(=N1)C1(C(O2)C(C(C1(C#CC)O)C(=O)N(C)C)C1=CC=CC=C1)O)Cl